C(C1=CC=C(C=C1)N=C=O)C1=CC=C(C=C1)N=C=O 1,1'-methylenebis(4-isocyanatobenzene)